C(C1=CC=CC=C1)C1(CC2(CCN(C2)C2=NC=NC=C2OC2=C(C=C(C=C2)F)Cl)CC1)NS(=O)C(C)(C)C N-(7-benzyl-2-(5-(2-chloro-4-fluorophenoxy)pyrimidin-4-yl)-2-azaspiro[4.4]Non-7-yl)-2-methylpropane-2-sulfinamide